OC[C@@]1(O)[C@@H](O)[C@H](O)[C@H](O1)CO alpha-D-fructose